(1R,2S,5S)-3-(2-amino-3-ethoxy-3-methyl-butanoyl)-6,6-dimethyl-3-azabicyclo[3.1.0]hexane-2-carboxylic acid NC(C(=O)N1[C@@H]([C@H]2C([C@H]2C1)(C)C)C(=O)O)C(C)(C)OCC